(R)-2,2,5,5-Tetramethyl-[1,3]dioxane-4-carboxylic acid [(S)-2-(3,4-difluoro-benzoylamino)-propyl]-amide FC=1C=C(C(=O)N[C@H](CNC(=O)[C@@H]2OC(OCC2(C)C)(C)C)C)C=CC1F